C(C)(=O)N1CCP(CC1)(=O)C1=CC2=C(N=C(N=C2N[C@H](C)C2=C(C(=CC=C2)C(F)F)C)C)C=N1 1-acetyl-4-[4-({(1R)-1-[3-(difluoromethyl)-2-methylphenyl]ethyl}amino)-2-methylpyrido[3,4-d]pyrimidin-6-yl]-1,4lambda5-azaphosphinan-4-one